4-bromo-2,6-difluorobenzenesulfonyl chloride BrC1=CC(=C(C(=C1)F)S(=O)(=O)Cl)F